COC1=C(C=CC(=C1C)C)C 2-methoxy-1,3,4-trimethylbenzene